C(C1=CC=CC=C1)N1C=2C=CC(=CC2C=2C=C3C(=C(C12)C)C=CN=C3)OCCNC(OC(C)(C)C)=O tert-butyl N-[2-(6-benzyl-5-methyl-pyrido[4,3-b]carbazol-9-yl)oxyethyl]carbamate